C(C)S(=O)(=O)NC1=C(C=C(C=C1)C1=NNC(=C1C(=O)N)NC1=NC=CN=C1)OC(C)(C)C1=CC=C(C=C1)F 3-(4-(ethylsulfonamido)-3-((2-(4-fluorophenyl)propan-2-yl)oxy)phenyl)-5-(pyrazin-2-ylamino)-1H-pyrazole-4-carboxamide